CC1NCCC2=CC(=C(C=C12)O)O 1-methyl-1,2,3,4-tetrahydroisoquinoline-6,7-diol